N[C@@H]1CCC[C@H](C(NC=2C=NN(C2C=2C=CC=C1N2)C)=O)C (9R,13R)-13-amino-3,9-dimethyl-3,4,7,18-tetraazatricyclo[12.3.1.02,6]Octadecan-1(18),2(6),4,14,16-pentaen-8-one